C(CC)[SiH2]C(O[Si](C)(C)C)O[Si](C)(C)C propylbis(trimethylsiloxy)methyl-silan